(4-(2,4-difluorophenyl)-5-mercapto-4H-1,2,4-triazol-3-yl)propan-1-ol FC1=C(C=CC(=C1)F)N1C(=NN=C1S)C(CC)O